ClC1=C2C=CC=C(C2=CC=C1)N 5-Chloronaphthalen-1-amine